1,4-bis(β-hydroxyethylamino)-2-nitrobenzene OCCNC1=C(C=C(C=C1)NCCO)[N+](=O)[O-]